(9H-fluoren-9-yl)methyl (R)-3-(cyclopropylamino)piperidine-1-carboxylate C1(CC1)N[C@H]1CN(CCC1)C(=O)OCC1C2=CC=CC=C2C=2C=CC=CC12